O=C1NC(CCC1N1C(C2=CC=CC(=C2C1=O)SCCOCCOCCOCCOCCOCC(=O)O)=O)=O 17-((2-(2,6-dioxopiperidine-3-yl)-1,3-dioxoisoindolin-4-yl)thio)-3,6,9,12,15-pentaoxaheptadecanoic acid